C(C)OC(=O)N1CCCC1 (ethoxycarbonyl)pyrrolidin